CC1(C2(CC2)CCC2(C1)OCCO2)CN2C=NC1=C2C=C(C=C1)C#N ((4-methyl-7,10-dioxadispiro[2.2.46.23]dodecane-4-yl)methyl)-1H-benzo[d]imidazole-6-carbonitrile